ClC1=C(CC2CC(=NO2)C(=O)OCC)C=CC(=C1)Cl ethyl 5-(2,4-dichlorobenzyl)-2-isoxazoline-3-carboxylate